ClC1=NC2=C(C3=CC=CC=C13)N(C1=CC=C(C=C12)OC(F)F)CCCC(=O)NO 4-(5-chloro-8-(difluoromethoxy)-11H-indolo[3,2-c]isoquinolin-11-yl)-N-hydroxybutyramide